FC=1N=C(NC1[C@@H]1[C@@H](CN(CC1)S(=O)(=O)C=1C=NC(=NC1)N)C)C1=NC=C(C=C1)F 5-[[(3S,4S)-4-[4-Fluoro-2-(5-fluoro-2-pyridyl)-1H-imidazol-5-yl]-3-methyl-1-piperidyl]sulfonyl]pyrimidin-2-amine